ethyl 4-methyl-2-oxo-pentanoate CC(CC(C(=O)OCC)=O)C